FC=1C=C(C=CC1F)NC(C1=CC(=CC=C1)S(=O)(=O)N1CCC2=CC=CC=C12)=O N-(3,4-difluorophenyl)-3-(indolin-1-ylsulfonyl)benzamide